CC1(C(=CC=CC1(C(C)(C)C)C)CCCC)C(C)(C)C 2,3-dimethyl-2,3-di(tert-butyl)-phenyl-butane